3-chloro-5-(2-hydroxy-prop-2-yl)-2-methoxybenzonitrile ClC=1C(=C(C#N)C=C(C1)C(C)(C)O)OC